5-amino-2-[2-[(4-methylpyrimidin-2-yl)amino]-3-pyridinyl]-6-(5-methyl-1-tetrahydropyran-2-yl-indazol-4-yl)pyrimidine-4-carboxylic acid ethyl ester C(C)OC(=O)C1=NC(=NC(=C1N)C1=C2C=NN(C2=CC=C1C)C1OCCCC1)C=1C(=NC=CC1)NC1=NC=CC(=N1)C